2-[6-amino-1-[(4-amino-3-methyl-phenyl)methyl]pyrazolo[3,4-d]pyrimidin-4-yl]pyridine-4-carbonitrile NC1=NC(=C2C(=N1)N(N=C2)CC2=CC(=C(C=C2)N)C)C2=NC=CC(=C2)C#N